N4-(4-(bicyclo[1.1.1]pentan-1-ylamino)-1-((2-(trimethylsilyl)ethoxy)methyl)-1H-pyrazolo[3,4-d]pyrimidin-6-yl)-N1-(2-(dimethylamino)ethyl)-5-methoxy-N1-methylbenzene-1,2,4-triamine C12(CC(C1)C2)NC2=C1C(=NC(=N2)NC=2C=C(C(=CC2OC)N(C)CCN(C)C)N)N(N=C1)COCC[Si](C)(C)C